3-[[4-[2-amino-1-(2-chlorophenyl)ethoxy]-6-(2,6-dimethylphenyl)pyrimidin-2-yl]sulfamoyl]benzoic acid NCC(OC1=NC(=NC(=C1)C1=C(C=CC=C1C)C)NS(=O)(=O)C=1C=C(C(=O)O)C=CC1)C1=C(C=CC=C1)Cl